NCCC1N(CCC1)C 2-aminoethyl-N-methylpyrrolidine